((2R,5R)-5-aminotetrahydro-2H-pyran-2-yl)methanol N[C@@H]1CC[C@@H](OC1)CO